sinapyl-(3,5-dimethoxy-4-hydroxycinnamyl) alcohol C(\C=C\C1=CC(OC)=C(O)C(OC)=C1)C(C=CC1=CC(=C(C(=C1)OC)O)OC)O